C1(CCCC1)C1=NC(=C2C=NC(=NN21)N[C@H]2[C@@H](CN(CC2)S(=O)(=O)C)F)F (3R,4R)-N-{7-cyclopentyl-5-fluoroimidazo[4,3-f][1,2,4]triazin-2-yl}-3-fluoro-1-methanesulfonylpiperidin-4-amine